D-2-fluoro-4-[4-(methylamino)butyl]Phenol FC1=C(C=CC(=C1)CCCCNC)O